C1(=CC=CC=C1)C1=NC2=CC=C(C=C2C=C1)N1CCCCC1 2-phenyl-6-(piperidin-1-yl)quinoline